1-(difluoromethyl)-N-[2-(3-hydroxy-3-methyl-butyl)-7-methoxy-imidazo[1,2-a]pyridin-6-yl]-2-oxo-pyridine-3-carboxamide FC(N1C(C(=CC=C1)C(=O)NC=1C(=CC=2N(C1)C=C(N2)CCC(C)(C)O)OC)=O)F